N1=CC=C(C=C1)C1=NC=C(C=C1)C1=CC=NC=C1 2,5-bis(pyridin-4-yl)pyridine